C1(=CC=C(C=C1)C(CC(=O)NCC)N)C1=CC=CC=C1 3-([1,1'-biphenyl]-4-yl)-3-amino-N-ethylpropanamide